O[Zn-2](O)(O)O.[K+].[K+] potassium tetrahydroxyzinc (II)